1,4-oxazepine O1C=CN=CC=C1